2-[4-(4-methylphenyl)-5-(pyridin-4-yl)-1H-imidazol-1-yl]-1-(piperazin-1-yl)ethan-1-one CC1=CC=C(C=C1)C=1N=CN(C1C1=CC=NC=C1)CC(=O)N1CCNCC1